C(C=C)(=O)N1N(N(C(C(C1(Cl)Cl)(C(C=C)=O)Cl)(Cl)Cl)C(C=C)=O)Cl 1,3,5-triacryloyl-hexachlorotriazine